DimethoxyCurcumin COC1=C(C=C(C=C1)/C=C/C(=O)CC(=O)/C=C/C2=CC(=C(C=C2)OC)OC)OC